5-Oxaspiro[2.3]hexane-carboxylic acid ethyl ester C(C)OC(=O)C1CC12COC2